C(C)(=O)[O-].C[Si+](OC(C(F)(F)F)(F)F)C dimethyl-perfluorooxapropyl-silicon acetate